3-methyl-1-tetrahydropyran-2-yl-5-(4,4,5,5-tetramethyl-1,3,2-dioxaborolan-2-yl)indazole CC1=NN(C2=CC=C(C=C12)B1OC(C(O1)(C)C)(C)C)C1OCCCC1